O1COC2=C1C=CC(=C2)C2=NOC(=N2)CSC2=NC=C(C=N2)C 2-({[3-(2H-1,3-benzodioxol-5-yl)-1,2,4-oxadiazol-5-yl]methyl}sulfanyl)-5-methylpyrimidine